BrC1=CC(=CC2=CC=CC=C12)Cl 1-bromo-3-chloronaphthalene